(E)-N-(3-amino-3-iminopropyl)-4-(4-(4-(2-(benzo[c][1,2,5]oxadiazol-5-yl)vinyl)benzoylamino)-1H-pyrrole-2-carboxamido)-1H-pyrrole-2-carboxamide NC(CCNC(=O)C=1NC=C(C1)NC(=O)C=1NC=C(C1)NC(C1=CC=C(C=C1)\C=C\C1=CC=2C(=NON2)C=C1)=O)=N